N-(4-Amino-1H-pyrazolo[4,3-c]pyridin-7-yl)-N'-[[2-fluoro-4-(trifluoromethyl)phenyl]methyl]-N'-methyl-oxamide NC1=NC=C(C2=C1C=NN2)NC(=O)C(=O)N(C)CC2=C(C=C(C=C2)C(F)(F)F)F